3-((tert-butoxycarbonyl)amino)-5-(4-(methoxycarbonyl)phenyl)-1-methylpyridin-1-ium C(C)(C)(C)OC(=O)NC=1C=[N+](C=C(C1)C1=CC=C(C=C1)C(=O)OC)C